C1N(CC12CCNCC2)C2=CC=C(OC1=C(C=C(C=C1)S(=O)(=O)CC)C=1C3=C(C(N(C1)C)=O)NC=C3)C=C2 4-[2-[4-(2,7-diazaspiro[3.5]nonan-2-yl)phenoxy]-5-ethylsulfonyl-phenyl]-6-methyl-1H-pyrrolo[2,3-c]pyridin-7-one